6-(3-iodophenyl)-8-methylpyrido[3,2-d]pyrimidin-4-amine IC=1C=C(C=CC1)C=1C=C(C=2N=CN=C(C2N1)N)C